1-methyl-1H-benzo[d][1,2,3]triazole-5-carbaldehyde CN1N=NC2=C1C=CC(=C2)C=O